3-allyl-hexane C(C=C)C(CC)CCC